N-(4-(4-amino-3-(4-((5-chloro-4-methylpyrimidin-2-yl)oxy)phenyl)-7-cyano-1-methyl-1H-pyrrolo[3,2-c]pyridin-2-yl)-3-methylphenyl)-2-fluoroacrylamide NC1=NC=C(C2=C1C(=C(N2C)C2=C(C=C(C=C2)NC(C(=C)F)=O)C)C2=CC=C(C=C2)OC2=NC=C(C(=N2)C)Cl)C#N